FC1=C(C=C(C=C1)F)C1=CC=C(C=C1)N1C(N(C(CC1)C)C=1SC(=C(N1)C)S(=O)(=O)N)=O 2-(3-(2',5'-Difluoro-[1,1'-biphenyl]-4-yl)-6-methyl-2-oxotetrahydropyrimidin-1(2H)-yl)-4-methylthiazole-5-sulfonamide